8-methyl-2-[(pyridin-2-yl)methyl]-4,5-dihydro-2H-furo[2,3-g]indazole-7-carboxamide CC1=C(OC=2CCC3=CN(N=C3C21)CC2=NC=CC=C2)C(=O)N